NC1=NC(=CC(=C1)C[C@@H]1[C@H](N(C1=O)C(=O)N[C@H](CC)C1=CC(=C(C=C1)F)C)C(=O)N(C)C1=CC=NN1C)C (2S,3R)-3-((2-amino-6-methylpyridin-4-yl)methyl)-N2-(1-methyl-1H-pyrazol-5-yl)-N1-((R)-1-(4-fluoro-3-methylphenyl)propyl)-N2-methyl-4-oxoazetidine-1,2-dicarboxamide